C(CCCC\C=C/CCCCCCCCCCC)(=O)OC methyl petroselinate